NC1=NC=C(C=C1C(=O)NC1CN(CCC1)C)C1=CC2=C(C(=CC=C2C=C1)OC)NCC(=C)C#N 2-amino-5-{8-[(2-cyano-2-methylideneethyl)amino]-7-methoxynaphthalen-2-yl}-N-(1-methylpiperidin-3-yl)pyridine-3-carboxamide